1-(4-(2-cyano-7-((5-cyclopropyl-7-methyl-1H-indol-4-yl)methyl)-7-azaspiro[3.5]nonan-6-yl)benzamido)cyclobutane-1-carboxylic acid C(#N)C1CC2(C1)CC(N(CC2)CC2=C1C=CNC1=C(C=C2C2CC2)C)C2=CC=C(C(=O)NC1(CCC1)C(=O)O)C=C2